ethyl-N-methoxy-N-({4-[5-(trifluoromethyl)-1,2,4-oxadiazin-3-yl]phenyl}methyl)urea C(C)NC(N(CC1=CC=C(C=C1)C=1NOC=C(N1)C(F)(F)F)OC)=O